OCCN(CCO)CCCCCCO[Si](OC(OCCCCCCCCCCCCCCCC)CCC\C=C/C\C=C/C\C=C/C\C=C/C\C=C/CC)(C)C 3-(2-hydroxyethyl)-11,11-dimethyl-13-((4Z,7Z,10Z,13Z,16Z)-nonadeca-4,7,10,13,16-pentaen-1-yl)-10,12,14-trioxa-3-aza-11-silatriacontan-1-ol